N-((2S,3S,4R)-3,4-dihydroxy-1-(((2S,3R,4S,5R,6R)-3,4,5-trihydroxy-6-(hydroxymethyl)tetrahydro-2H-pyran-2-yl)oxy)octadecan-2-yl)-11-(2-methylcyclopropyl)undecanamide O[C@@H]([C@H](CO[C@H]1O[C@@H]([C@@H]([C@@H]([C@H]1O)O)O)CO)NC(CCCCCCCCCCC1C(C1)C)=O)[C@@H](CCCCCCCCCCCCCC)O